tert-butyl (1-(6-amino-5-((2-amino-3-chloropyridin-4-yl)thio)pyrazin-2-yl)-4-methylpiperidin-4-yl)carbamate NC1=C(N=CC(=N1)N1CCC(CC1)(C)NC(OC(C)(C)C)=O)SC1=C(C(=NC=C1)N)Cl